NCCNCC(=O)O (2-aminoethyl)glycine